ClC1=C(C=CC=C1)C=1N=C(SC1)NC(C1=CC=C(C=C1)N1CCNCC1)=O N-[4-(2-chlorophenyl)-1,3-thiazol-2-yl]-4-(piperazin-1-yl)benzamide